5-(7-fluoro-2-methyl-2H-indazol-5-yl)-2-[6-(3,3,5,5-tetramethylpiperazin-1-yl)pyridazin-3-yl]pyridin-3-ol FC1=CC(=CC2=CN(N=C12)C)C=1C=C(C(=NC1)C=1N=NC(=CC1)N1CC(NC(C1)(C)C)(C)C)O